NC1=NC=C(C#N)C(=C1)NCCN1CCOCC1 6-amino-4-((2-morpholinoethyl)amino)nicotinonitrile